(S)-2-(3-chloro-6-methoxybenzo[b]thiophene-2-carboxamido)-3-phenylpropanoic acid ClC=1C2=C(SC1C(=O)N[C@H](C(=O)O)CC1=CC=CC=C1)C=C(C=C2)OC